N1N=CN=C1 (1H)-1,2,4-triazole